P(=O)(O)(O)C(CC(=O)O)(CCC(=O)O)C(=O)O.[Mg] magnesium 2-phosphonobutane-1,2,4-tricarboxylic acid